C[Si](C(C)C=1C(=C(C(=C(C1)[SiH](C)C)CC[SiH2]CNCCC[Si](OCC)(OCC)C)[SiH](C)C)N(CC)CC)(OC)OC 1-methyldimethoxysilylethyldimethylsilyl-4-(diethylamino)(methyldiethoxysilylpropylamino)methylsilylethyldimethylsilylbenzene